ClC=1C=2N(C(=NC1N)C=1C=NC=C(C1)C)N=C(N2)C 8-chloro-2-methyl-5-(5-methylpyridin-3-yl)-[1,2,4]triazolo[1,5-c]pyrimidin-7-amine